SC=CC(=O)O.SC=CC(=O)O.SC=CC(=O)O.CCC propane tris(3-mercaptoacrylate)